dimethyl-(pentadecyl)amine CN(CCCCCCCCCCCCCCC)C